C1(CCCC1)C1(C2=CC=CC=C2C=2C=CC(=CC12)B(O)O)C1CCCC1 9,9-bis(cyclopentyl)fluorene-2-boronic acid